2-amino-3-(trifluoromethoxy)benzonitrile NC1=C(C#N)C=CC=C1OC(F)(F)F